4-((2-((2,4-Dichlorophenoxy)methyl)pyridin-4-yl)methyl)piperidine-4-carbonitrile ClC1=C(OCC2=NC=CC(=C2)CC2(CCNCC2)C#N)C=CC(=C1)Cl